5-bromo-2-((4-methoxybenzyl)oxy)aniline BrC=1C=CC(=C(N)C1)OCC1=CC=C(C=C1)OC